1-{3-{3-[4-(2-Aminothiazol-4-yl)-1H-1,2,3-triazol-1-yl]-3-deoxy-β-D-galactopyranosyl}-5-methyl-1H-1,2,4-triazol-4-yl}-5-chloro-2-(trifluoromethyl)benzene NC=1SC=C(N1)C=1N=NN(C1)[C@@H]1[C@H]([C@@H](O[C@@H]([C@@H]1O)CO)C1=NNC(N1C1=C(C=CC(=C1)Cl)C(F)(F)F)C)O